N[C@H]1[C@H](COC1)C(=O)OC Methyl (3R,4S)-4-aminotetrahydrofuran-3-carboxylate